COC=1C(=NC(=CN1)N1CCOCC1)N 3-methoxy-6-(morpholin-4-yl)pyrazin-2-amine